FC1=CC(=CC(=N1)N1CC2=C(N=C(N=C2)N2N=NC=C2)CC1)OC 6-(6-fluoro-4-methoxy-2-pyridyl)-2-(triazol-1-yl)-7,8-dihydro-5H-pyrido[4,3-d]pyrimidine